NC=1C2=C(N=CN1)N(C(=C2C=2C=CC(=NC2)C(=O)NCC(C)(C)OC)C2=CC=C(C=C2)NC(C(=C)C)=O)C 5-(4-amino-6-(4-methacrylamido-phenyl)-7-methyl-7H-pyrrolo[2,3-d]pyrimidin-5-yl)-N-(2-methoxy-2-methylpropyl)picolinamide